N-(4-chlorobenzyl)-1-methyl-8-((1-((2-methylbut-3-en-2-yl)sulfonyl)cyclopropyl)methoxy)-2-oxo-1,2-dihydro-1,5-naphthyridine-3-carboxamide ClC1=CC=C(CNC(=O)C=2C(N(C3=C(C=CN=C3C2)OCC2(CC2)S(=O)(=O)C(C)(C=C)C)C)=O)C=C1